6-[(E)-2-ethoxyethenyl]-N-{[4-(2-methyl-2H-1,2,3-triazol-4-yl)phenyl]methyl}pyrimidin-4-amine C(C)O/C=C/C1=CC(=NC=N1)NCC1=CC=C(C=C1)C1=NN(N=C1)C